8'-methyl-1'-(2-morpholinoethoxy)-1',1'-dioxidospiro[cyclopropane-1,4'-pyrido[2,3-b][1,4,5]oxathiazepin] CC1=CC2=C(OC3(C=NS2([O-])(=O)OCCN2CCOCC2)CC3)N=C1